C(C)OC(=O)C=1C(=NNC1)S(N(CC1=CC=C(C=C1)OC)CC1=CC=C(C=C1)OC)(=O)=O 3-(N,N-bis(4-methoxybenzyl)sulfamoyl)-1H-pyrazole-4-carboxylic acid ethyl ester